5-(5H-imidazo[5,1-a]isoindol-5-yl)-5,6,7,8-tetrahydro-4H-pyrazolo[1,5-a]azepin-4-ol C=1N=CN2C1C1=CC=CC=C1C2C2C(C=1N(CCC2)N=CC1)O